C(C1=CC=CC=C1)NC=1C=C2NC(C(N(C2=C(C1)O)C)=O)=O 6-(benzylamino)-8-hydroxy-1-methyl-1,4-dihydroquinoxaline-2,3-dione